C(C1=CC=CC=C1)C1=CC(=C(S1)NC(C1=CC=C(C=C1)OC)=O)C(=O)N 5-benzyl-2-[(4-methoxybenzoyl)amino]-3-thiophenecarboxamide